N-(1-(3-chlorophenyl)-1H-pyrazol-4-yl)-8-fluoro-7-(7-fluoro-3-(methoxymethoxy)-8-((triisopropylsilyl)ethynyl)naphthalen-1-yl)-2-(methylthio)pyrido[4,3-d]pyrimidin-5-amine ClC=1C=C(C=CC1)N1N=CC(=C1)NC1=NC(=C(C=2N=C(N=CC21)SC)F)C2=CC(=CC1=CC=C(C(=C21)C#C[Si](C(C)C)(C(C)C)C(C)C)F)OCOC